C(#N)N1CCC(CC1)N1N=NC(=C1C)C=1C=C(C=2N(C1)N=CC2C#N)OC(C)C2=CN=CC1=CC=CC=C21 6-[1-(1-Cyano-4-piperidyl)-5-methyl-triazol-4-yl]-4-[1-(4-isoquinolyl)ethoxy]pyrazolo[1,5-a]pyridine-3-carbonitrile